tert-butyl 4-(1-chloroethyl)-5-(difluoromethoxy)-7-methyl-1H-indole-1-carboxylate ClC(C)C1=C2C=CN(C2=C(C=C1OC(F)F)C)C(=O)OC(C)(C)C